5-cyano-N-(2,5-difluoro-3-(7-fluoro-3-(1H-imidazol-2-yl)-1H-indazol-6-yl)phenyl)-2-methoxypyridine-3-sulfonamide C(#N)C=1C=C(C(=NC1)OC)S(=O)(=O)NC1=C(C(=CC(=C1)F)C1=CC=C2C(=NNC2=C1F)C=1NC=CN1)F